2-methylpropan-2-yl (2S)-piperidine-2-carboxylate N1[C@@H](CCCC1)C(=O)OC(C)(C)C